N,N'-Bis[(2-hydroxy-5-vinylphenyl)-methylen]-1,2-diaminocyclohexan OC1=C(C=C(C=C1)C=C)C=NC1C(CCCC1)N=CC1=C(C=CC(=C1)C=C)O